[4-(5-aminoisoxazol-3-yl)-1-piperidyl]-(3-chloro-4-cyclopropyl-phenyl)methanone NC1=CC(=NO1)C1CCN(CC1)C(=O)C1=CC(=C(C=C1)C1CC1)Cl